3-(5-(1H-tetrazol-5-yl)pyridin-3-yl)-4-(benzyloxy)phenol N1N=NN=C1C=1C=C(C=NC1)C=1C=C(C=CC1OCC1=CC=CC=C1)O